CN(C1=CC=C(C=CC2=CC=NC=C2)C=C1)C 4-(4-dimethylaminostyryl)-pyridine